6-({3-[(ethylamino)methyl]-3-fluoroazetidin-1-yl}carbonyl)2,3-difluoro-N-(2-fluoro-4-iodophenyl)aniline C(C)NCC1(CN(C1)C(=O)C1=CC=C(C(=C1NC1=C(C=C(C=C1)I)F)F)F)F